COC1=C(C=CC=C1)N1CCN(CC1)CCCC#N 4-[4-(2-methoxyphenyl)piperazinyl]Butyronitrile